12-(benzyloxy)-6-(fluoromethyl)-1,11-dioxo-N-(2,4,6-trifluorobenzyl)-1,4,5,6,7,11-hexahydro-3H-2,7-methanopyrido[1,2-a][1,4]diazonine-10-carboxamide C(C1=CC=CC=C1)OC=1C(C(=CN2C1C(N1CCCC(C2C1)CF)=O)C(=O)NCC1=C(C=C(C=C1F)F)F)=O